C(C)(C)(C)C1CC(CCC1)NC(=O)CC(C(CC(=O)NC1CC(CCC1)C(C)(C)C)C(=O)NC1CC(CCC1)C(C)(C)C)C(=O)NC1CC(CCC1)C(C)(C)C 1,2,3,4-butanetetracarboxylic acid tetra(3-tert-butylcyclohexylamide)